(S)-2,2-difluoro-1-phenylethan-1-ol FC([C@@H](O)C1=CC=CC=C1)F